3-((tert-butoxycarbonyl)amino)-4-(5-(4-((5-chloro-3-fluoropyridin-2-yl)oxy)phenyl)-2H-tetrazol-2-yl)-2,2-difluorobutyric acid C(C)(C)(C)OC(=O)NC(C(C(=O)O)(F)F)CN1N=C(N=N1)C1=CC=C(C=C1)OC1=NC=C(C=C1F)Cl